[C@H]12[C@H](O)C=C[C@H](O1)CO2 1,6-anhydro-3,4-dideoxy-β-D-erythro-hex-3-enopyranose